N-(1-(azetidin-1-ylmethyl)cyclopropyl)-5-chloro-2,3-dihydro-1H-indene-1-carboxamide N1(CCC1)CC1(CC1)NC(=O)C1CCC2=CC(=CC=C12)Cl